BrC1=C(C(=CC(=C1)F)C)N1N=CC(=C1)C(=O)OCC ethyl 1-(2-bromo-4-fluoro-6-methylphenyl)pyrazole-4-carboxylate